COC1=C(C(=CC=C1)OC)C1=NC(NC=C1)(S(=O)(=O)N)C1=CN=C2C(=N1)N(C=N2)C2=NC(=CC=C2)OC (2,6-dimethoxyphenyl)-2-(6-methoxypyridin-2-yl-1H-imidazo[4,5-b]pyrazin-6-yl)pyrimidine-2-sulfonamide